(R)-3-(3-fluoro-2-nitrophenoxy)pyrrolidine FC=1C(=C(O[C@H]2CNCC2)C=CC1)[N+](=O)[O-]